CC=CC1=CC=C(C=C1)C methyl-p-methyl-styrene